5-bromomethyl-2-(2-hydroxy-3-isopropyl-5-methylphenyl)-benzotriazole BrCC1=CC=2C(=NN(N2)C2=C(C(=CC(=C2)C)C(C)C)O)C=C1